CN1C(C2=CC=C(C=C2C=C1)N1CCC(CC1)C1CCN(CC1)C([C@](C(F)(F)F)(C1=CC=CC=C1)O)=O)=O (S)-2-methyl-6-(1'-(3,3,3-trifluoro-2-hydroxy-2-phenylpropanoyl)-4,4'-bipiperidin-1-yl)isoquinolin-1(2H)-one